OC1=C(C=C(C=C1N1N=C2C(=N1)C=CC=C2)CCCCCCCC)CC2=C(C(=CC(=C2)CCCCCCCC)N2N=C1C(=N2)C=CC=C1)O bis[2-hydroxy-3-(2H-benzotriazol-2-yl)-5-octylphenyl]methane